C1=C(C=CC2=CC=CC=C12)CC(=O)N[C@H](CC1=CC=CC=C1)C(=O)O (2-(naphthalene-2-yl)acetyl)-D-phenylalanine